C(C)(C)(C)OC(=O)N[C@H]1CN(C[C@H](C1)C(F)(F)F)C(=O)OCC1=CC=CC=C1 benzyl (3R,5S)-3-((tert-butoxycarbonyl)amino)-5-(trifluoromethyl)piperidine-1-carboxylate